BrC=1C(=C(OCCCC2CCNCC2)C=CC1)C 4-(3-(3-bromo-2-methylphenoxy)propyl)piperidine